(5-chloro-2-fluoro-3-{1-[2-fluoro-4-(piperazin-1-yl)phenyl]-3-(pyridin-4-yl)pyrazol-4-yl}phenyl)-3-fluoropyrrolidine-1-sulfonamide trifluoroacetic acid salt FC(C(=O)O)(F)F.ClC=1C=C(C(=C(C1)C1N(CCC1F)S(=O)(=O)N)F)C=1C(=NN(C1)C1=C(C=C(C=C1)N1CCNCC1)F)C1=CC=NC=C1